(tridecafluoro-1,1,2,2-tetrahydrooctyl)-1-dimethylchlorosilane C[Si](C)(CCC(C(C(C(C(C(F)(F)F)(F)F)(F)F)(F)F)(F)F)(F)F)Cl